NC1=NC=C(C=N1)C1=NC(=NC(=N1)N1CCOCC1)C1=CC=C(S1)CN(CCN(C)C)C N1-((5-(4-(2-aminopyrimidin-5-yl)-6-morpholino-1,3,5-triazin-2-yl)thiophen-2-yl)methyl)-N1,N2,N2-trimethylethane-1,2-diamine